ClC1=CSC2=C1NC(=C2)C(=O)N(C)C2COCC=1NC(C=3C=C(C(=CC3C12)F)F)=O 3-chloro-N-(8,9-difluoro-6-oxo-1,4,5,6-tetrahydro-2H-pyrano[3,4-c]isoquinolin-1-yl)-N-methyl-4H-thieno[3,2-b]pyrrole-5-carboxamide